ClC=1C=C2C(=NC1OC)C(=C(N2C)C=2NC(=NN2)[C@H](C(F)F)O)N2C=NC=C2 (R)-1-(5-(6-chloro-3-(1H-imidazol-1-yl)-5-methoxy-1-methyl-1H-pyrrolo[3,2-b]pyridin-2-yl)-4H-1,2,4-triazol-3-yl)-2,2-difluoroethan-1-ol